ClC=1C(=NC(=NC1)NC1=CC(=C(C=C1)N1CCN(C2(CC2)C1)C)F)C(=O)NC1=C(C=CC=C1OC)C#N 5-chloro-N-(2-cyano-6-methoxyphenyl)-2-((3-fluoro-4-(4-methyl-4,7-diazaspiro[2.5]octan-7-yl)phenyl)amino)pyrimidine-4-carboxamide